FS(C=1C=C(N)C=CC1)(F)(F)(F)F 3-(pentafluoro-λ6-sulfanyl)aniline